N1=CN=C(C2=C1NC=C2)N[C@@H]2CC[C@@H](N(C2)C(CCN2C=NC(=C1C2=NC=C1)N[C@@H]1CC[C@@H](N(C1)C(C=C)=O)C)=O)C ((2S,5r)-5-((1-(3-((2s,5r)-5-((7H-pyrrolo[2,3-d]pyrimidin-4-yl)amino)-2-methylpiperidin-1-yl)-3-oxopropyl)-1H-pyrrolo[2,3-d]pyrimidin-4-yl)amino)-2-methylpiperidin-1-yl)prop-2-en-1-one